(1'R,2'R)-2,6-dihydroxy-5'-methyl-4-pentyl-2'-(prop-1-en-2-yl)-N-(pyridin-3-ylmethyl)-1',2',3',4'-tetrahydro-[1,1'-biphenyl]-3-carboxamide OC1=C(C(=CC(=C1C(=O)NCC=1C=NC=CC1)CCCCC)O)[C@H]1[C@@H](CCC(=C1)C)C(=C)C